FC(CN1N=NC(=C1)C(=O)NCC1=CC(=CC=C1)OC(F)(F)F)CCC=1SC(=NN1)NC(CC1=NC=CC=C1)=O 1-(2-fluoro-4-{5-[2-(pyridin-2-yl)acetamido]-1,3,4-thiadiazol-2-yl}butyl)-N-{[3-(trifluoromethoxy)phenyl]methyl}-1H-1,2,3-triazole-4-carboxamide